3-(5-Bromopyridin-3-yl)-N-(1H-indazol-5-yl)-3a,4,5,6,7,7a-hexahydro-4,7-methanobenzo[d]isoxazole-7a-carboxamide BrC=1C=C(C=NC1)C1=NOC2(C1C1CCC2C1)C(=O)NC=1C=C2C=NNC2=CC1